C(C)OC(=O)C1=NC2=CC(=CC=C2C=C1S(=O)(=O)CC)C(F)(F)F 3-(ethylsulfonyl)-7-(trifluoromethyl)quinoline-2-carboxylic acid ethyl ester